2,7-Naphthalenedithiol C1=C(C=CC2=CC=C(C=C12)S)S